N-[3-(3-amino-2-methyl-phenyl)-2-chloro-phenyl]-4-oxo-6,7-dihydro-5H-pyrazolo[1,5-a]pyridine-2-carboxamide NC=1C(=C(C=CC1)C=1C(=C(C=CC1)NC(=O)C1=NN2C(C(CCC2)=O)=C1)Cl)C